C1C(=CCC2CC3CC4=CC=CC=C4CC3=CC12)C(=O)N 1,4,4a,5,5a,6,11,12a-octahydrotetracene-2-carboxamide